C12(CC=CC3=CC=CC=C13)N=C1N(C=CC=C1)C2 3H-spiro[imidazo[1,2-a]pyridine-2,1'-naphthalene]